1-(3-CHLOROPHENYL)ETHYL ISOCYANIDE ClC=1C=C(C=CC1)C(C)[N+]#[C-]